4,4-bis(((Z)-oct-5-en-1-yl)oxy)butyric acid C(CCC\C=C/CC)OC(CCC(=O)O)OCCCC\C=C/CC